3-phenylpyridine-2-sulfonyl chloride C1(=CC=CC=C1)C=1C(=NC=CC1)S(=O)(=O)Cl